C(CC)C12CCCC(CCC1)B2 (n-propyl)-9-borabicyclo[3.3.1]nonane